C(C)(C)C=1C=C(C(=O)NC2=CC=C(C=C2)S(=O)(=O)N2CCCC2)C=CC1OC 3-Isopropyl-4-methoxy-N-(4-(pyrrolidin-1-ylsulfonyl)phenyl)benzamide